N-(5-bromopyridin-2-yl)-N,5-dimethyl-1,3,4-thiadiazol-2-amine BrC=1C=CC(=NC1)N(C=1SC(=NN1)C)C